monooxazine O1NC=CC=C1